(S)-quinuclidin-3-yl (7-(3-chloro-4-methoxyphenyl)-3,3-dimethylchroman-4-yl)carbamate ClC=1C=C(C=CC1OC)C1=CC=C2C(C(COC2=C1)(C)C)NC(O[C@@H]1CN2CCC1CC2)=O